6-(3-Methylazetidin-1-yl)quinoline-4-carboxylic acid CC1CN(C1)C=1C=C2C(=CC=NC2=CC1)C(=O)O